CN(C(CN1CCN(CCC1)C1=C(C=NC2=CC=C(C=C12)C(=O)N(C)C)S(=O)(=O)C1=CC=C(C=C1)OC)=O)C 4-(4-(2-(dimethylamino)-2-oxoethyl)-1,4-diazepan-1-yl)-3-((4-methoxyphenyl)sulfonyl)-N,N-dimethylquinoline-6-carboxamide